2-[2-(p-toluenesulfonyloxy) ethoxy]Ethyl cyclopropanecarboxylate C1(CC1)C(=O)OCCOCCOS(=O)(=O)C1=CC=C(C)C=C1